benzyl (5R)-4-[3-[[4-chloro-6-(2,6-dimethylphenyl)pyrimidin-2-yl] sulfamoyl]benzoyl]-6-hydroxy-5-methyl-1,4-diazepane-1-carboxylate ClC1=NC(=NC(=C1)C1=C(C=CC=C1C)C)NS(=O)(=O)C=1C=C(C(=O)N2CCN(CC([C@H]2C)O)C(=O)OCC2=CC=CC=C2)C=CC1